C[Si](OCCC(=CBr)Br)(OCCC(=CBr)Br)C dimethylbis[3,4-dibromobut-3-en-1-yl-oxy]silane